C[N+]#[C-] METHYL ISOCYANIDE